4-amino-N'-(cyclopropanecarbonyl)-N-(2-fluoro-4-(trifluoromethyl)benzyl)-N',1-dimethylimidazo[1,5-a]quinoxaline-8-carbohydrazide NC=1C=2N(C3=CC(=CC=C3N1)C(=O)N(N(C)C(=O)C1CC1)CC1=C(C=C(C=C1)C(F)(F)F)F)C(=NC2)C